8-Formylchromane-5-carbonitrile C(=O)C1=CC=C(C=2CCCOC12)C#N